ClC1=CC(=C(C=C1)F)F 1-chloro-3,4-difluorobenzene